(R or S)-3-((4-amino-7-((6-(2-(methylamino)propoxy)pyridin-3-yl)methyl)imidazo[2,1-f][1,2,4]triazin-2-yl)oxy)hexan-1-ol NC1=NC(=NN2C1=NC=C2CC=2C=NC(=CC2)OCC(C)NC)O[C@@H](CCO)CCC |o1:24|